NC=1N=NC(=CC1N1C[C@H](CCC1)C1=C(C=C(C(=O)OC)C=C1)F)Cl |r| rac-Methyl 4-(1-(3-amino-6-chloropyridazin-4-yl)piperidin-3-yl)-3-fluorobenzoate